3-methoxy-2-(1-methylpropyl)-5-(2-methylpropyl)pyrazine COC=1C(=NC=C(N1)CC(C)C)C(CC)C